COC(=O)C1N(CCCC1)CC1=CC=NC2=C(C=CC=C12)NC=1C(=C(C=CC1)C1=CC=CC=C1)C 1-((8-(2-Methylbiphenyl-3-ylamino)quinolin-4-yl)methyl)piperidine-2-carboxylic acid methyl ester